ClC1=CC=2N=CN=C(C2N=C1)O 7-Chloropyrido[3,2-d]pyrimidin-4-ol